6-trifluoromethoxy-3,4-dihydro-2H-isoquinolin-1-one FC(OC=1C=C2CCNC(C2=CC1)=O)(F)F